COC(=O)C1=CC(=NN1C[C@H](C)NC(=O)OC(C)(C)C)C(F)(F)F (S)-1-(2-((tert-butoxycarbonyl)amino)propyl)-3-(trifluoromethyl)-1H-pyrazole-5-carboxylic acid methyl ester